7-(4-(4-(benzo[b]thiophen-4-yl)piperazin-1-yl)butoxy)quinolin-2-yl stearate C(CCCCCCCCCCCCCCCCC)(=O)OC1=NC2=CC(=CC=C2C=C1)OCCCCN1CCN(CC1)C1=CC=CC=2SC=CC21